benzhydryl myristate C(CCCCCCCCCCCCC)(=O)OC(C1=CC=CC=C1)C1=CC=CC=C1